2-((3-chloro-4-fluorophenyl)((5-fluoro-6-methylpyridin-2-yl)amino)methyl)-5-(methoxymethyl)-1H-imidazol ClC=1C=C(C=CC1F)C(C=1NC(=CN1)COC)NC1=NC(=C(C=C1)F)C